dihydroxydiphenyldimethyl-methane OC(C(C)(C1=CC=CC=C1)C1=CC=CC=C1)O